4-hydroxy-2-nitro-5-trifluoromethylpyridine OC1=CC(=NC=C1C(F)(F)F)[N+](=O)[O-]